(2S)-1-(8-(benzofuran-2-ylsulfonyl)-1-oxa-8-azaspiro[4.5]decan-3-ylamino)-3-(3-(methylsulfonyl)phenoxy)propan-2-ol O1C(=CC2=C1C=CC=C2)S(=O)(=O)N2CCC1(CC(CO1)NC[C@@H](COC1=CC(=CC=C1)S(=O)(=O)C)O)CC2